(S)-3-amino-6-(5-fluoro-2-(1-(2,2,2-trifluoroethyl)-1H-pyrazol-4-yl)pyridin-4-yl)-N-(piperidin-3-yl)pyrazine-2-carboxamide NC=1C(=NC(=CN1)C1=CC(=NC=C1F)C=1C=NN(C1)CC(F)(F)F)C(=O)N[C@@H]1CNCCC1